tert-butyl (1R,5S)-3-(7-bromo-6-chloro-2-((2-(difluoromethylene)tetrahydro-1H-pyrrolizin-7a(5H)-yl)methoxy)-8-fluoroquinazolin-4-yl)-3,8-diazabicyclo[3.2.1]octane-8-carboxylate BrC1=C(C=C2C(=NC(=NC2=C1F)OCC12CCCN2CC(C1)=C(F)F)N1C[C@H]2CC[C@@H](C1)N2C(=O)OC(C)(C)C)Cl